ClC=1C=C(C=CC1Cl)C=1N=C(SC1SC(C)C)N1N=C(C(=C1C(=O)O)C1=CC=CC=C1)C 1-(4-(3,4-dichlorophenyl)-5-(isopropylthio)thiazol-2-yl)-3-methyl-4-phenyl-1H-pyrazole-5-carboxylic acid